FC=1C(=NC=C(C1)F)C(C(=O)C1=CC=C(C=N1)NC(OC(C)(C)C)=O)(C)C tert-Butyl N-[6-[2-(3,5-difluoro-2-pyridyl)-2-methyl-propionyl]-3-pyridyl]carbamate